(8aS,11R)-6-chloro-4-fluoro-11-methyl-5-(5-methyl-1H-indazol-4-yl)-8,8a,9,10,11,12-hexahydropyrazino[2',1':3,4][1,4]oxazepino[5,6,7-de]quinazoline ClC1=C2C3=C(N=CN=C3C(=C1C1=C3C=NNC3=CC=C1C)F)N1[C@H](CO2)CN[C@@H](C1)C